2-((3-(2,6-dioxopiperidin-3-yl)-1-methyl-1H-indazol-7-yl)oxy)-N-(4-((pyrrolidin-1-ylsulfonyl)methyl)phenyl)acetamide O=C1NC(CCC1C1=NN(C2=C(C=CC=C12)OCC(=O)NC1=CC=C(C=C1)CS(=O)(=O)N1CCCC1)C)=O